CCCCCCCC\C=C\C=C/CCCC (9e,11z)-9,11-hexadecadiene